tert-butyl 9-(3-((2-(2,6-dioxopiperidin-3-yl)-1,3-dioxoisoindolin-4-yl)oxy)propanamido)nonanoate O=C1NC(CCC1N1C(C2=CC=CC(=C2C1=O)OCCC(=O)NCCCCCCCCC(=O)OC(C)(C)C)=O)=O